C1(CCCCC1)C1=CC=C(C=C1)C(C(O)C1=CC=C(C=C1)NCC(C1=CC=CC=C1)C1=CC=CC=C1)=O 1-(4-cyclohexylphenyl)-2-(4-(diphenylethylamino)phenyl)-2-hydroxyethanone